5-(3-((4-(4-amino-3-(4-phenoxyphenyl)-1H-pyrazolo[3,4-d]pyrimidin-1-yl)-3-fluorocyclohexyl)methyl)-3,8-diazabicyclo[3.2.1]octane-8-yl)-2-(2,6-dioxopiperidin-3-yl)-6-fluoroisoindole NC1=C2C(=NC=N1)N(N=C2C2=CC=C(C=C2)OC2=CC=CC=C2)C2C(CC(CC2)CN2CC1CCC(C2)N1C1=CC2=CN(C=C2C=C1F)C1C(NC(CC1)=O)=O)F